C1(C=CCC1)C1(CC1)NC(C(C)(C)C)=O N-(1-(2-cyclopentenyl)cyclopropyl)-pivalamide